FC1=CC=2[C@@](C3=CC=CC=C3C2C(=C1)C=1C=NN(C1)[C@@H](C(=O)NNC1=CC=C(C=C1)F)C)(C(F)(F)F)O (R)-2-(4-((S)-2-fluoro-9-hydroxy-9-(trifluoromethyl)-9H-fluoren-4-yl)-1H-pyrazol-1-yl)-N'-(4-fluorophenyl)propanehydrazide